The molecule is the trans-isomer of benzylideneacetone. It acts as an inhibitor of the enzyme phospholipase A2 (EC 3.1.1.4) of insects like diamond back moth. It has a role as a flavouring agent, a fragrance, a bacterial metabolite and an EC 3.1.1.4 (phospholipase A2) inhibitor. CC(=O)/C=C/C1=CC=CC=C1